COCCS(=O)(=O)CC1=CC=C(C=C1)NC=1N=CC=2CCNCC2C1 N-{4-[(2-methoxyethanesulfonyl)methyl]phenyl}-5,6,7,8-tetrahydro-2,6-naphthyridin-3-amine